Tert-Butyl N-[cis-(7RS,9SR)-3-cyclopropyl-5-(2-methylpropylsulfamoyl)-7-(pyridin-3-carbonylamino)-8,9-dihydro-7H-cyclopenta[h]isochinolin-9-yl]carbamat C1(CC1)C=1N=CC2=C3C(=CC(=C2C1)S(NCC(C)C)(=O)=O)[C@@H](C[C@@H]3NC(OC(C)(C)C)=O)NC(=O)C=3C=NC=CC3 |r|